FC(N1N=CC(=C1)C1=CC2=CN(N=C2C=C1)C1CCC(CC1)CNC(C1=C(C(=C(C(=C1)F)O)F)F)=O)F N-{[(1r,4r)-4-{5-[1-(difluoromethyl)-1H-pyrazol-4-yl]-2H-indazol-2-yl}cyclohexyl]methyl}-2,3,5-trifluoro-4-hydroxy-benzamide